N(C(=N)N)CCCC[C@@H](C(=O)NC)NC(=O)C=1N=CSC1 N-((S)-6-guanidino-1-(methylamino)-1-oxohexan-2-yl)thiazole-4-carboxamide